1-(6-aminopyrimidin-4-yl)piperidine-4-carboxylic acid methyl ester COC(=O)C1CCN(CC1)C1=NC=NC(=C1)N